1-(tert-butyl) 2-methyl (2R,4R)-4-((tert-butyldimethylsilyl)oxy)-2-(2-(chloromethyl)allyl)-pyrrolidine-1,2-dicarboxylate [Si](C)(C)(C(C)(C)C)O[C@@H]1C[C@@](N(C1)C(=O)OC(C)(C)C)(C(=O)OC)CC(=C)CCl